2-[(3R)-3-fluoropyrrolidin-1-yl]ethanamine F[C@H]1CN(CC1)CCN